2-({4-[2-(2-fluoro-4-methoxyphenyl)-2-methyl-1,3-benzodioxol-4-yl]piperidin-1-yl}methyl)-1-(2-methoxyethyl)-1H-benzimidazole-6-carboxylic acid, formate salt C(=O)O.FC1=C(C=CC(=C1)OC)C1(OC2=C(O1)C=CC=C2C2CCN(CC2)CC2=NC1=C(N2CCOC)C=C(C=C1)C(=O)O)C